3-(nonyloxycarbonylamino-methyl)-3,5,5-trimethylcyclohexylcarbamic acid nonyl ester C(CCCCCCCC)OC(NC1CC(CC(C1)(C)C)(C)CNC(=O)OCCCCCCCCC)=O